NC=1N(C=2N=CC(=C3CCNC(C1C23)=O)C)C2=C(C(=CC=C2C)OC)C 3-amino-2-(3-methoxy-2,6-dimethylphenyl)-10-methyl-2,6,12-triazatricyclo[7.3.1.04,13]trideca-1(13),3,9(10),11-tetraen-5-one